C1(=CC=C(C=C1)N1N=C(C=CC1=O)C(=O)N[C@H](C)C1=CC(=CC(=C1)C(F)(F)F)N)C1=CC=CC=C1 (R)-1-([1,1'-biphenyl]-4-yl)-N-(1-(3-amino-5-(trifluoromethyl)phenyl)ethyl)-6-oxo-1,6-dihydropyridazine-3-carboxamide